heptadecyl 3-hydroxybenzoate OC=1C=C(C(=O)OCCCCCCCCCCCCCCCCC)C=CC1